C(C1=CC=CC=C1)(=O)O[C@@H]1[C@@H](N2C(C=3N([C@@H]([C@@H](C1)OC)C2)C=C(C(C3OCC3=CC=CC=C3)=O)C(NCC3=C(C=C(C=C3F)F)F)=O)=O)C (3S,4S,6R,7R)-12-(benzyloxy)-6-methoxy-3-methyl-1,11-dioxo-10-((2,4,6-trifluorobenzyl)carbamoyl)-1,4,5,6,7,11-hexahydro-3H-2,7-methanopyrido[1,2-a][1,4]diazonin-4-yl benzoate